4-(4-guanidinobenzoyloxy)phenylacetic acid [2-(dimethylamino)-2-oxoethyl] ester carbonate C(O)(O)=O.CN(C(COC(CC1=CC=C(C=C1)OC(C1=CC=C(C=C1)NC(=N)N)=O)=O)=O)C